para-hydroxybenzoic acid hydrazide OC1=CC=C(C(=O)NN)C=C1